6-(4-(5-((7-(3,3-Difluorocyclobutoxy)-4-oxo-3,4-dihydrophthalazin-1-yl)methyl)-2-fluorobenzoyl)piperazin-1-yl)nicotinonitrile FC1(CC(C1)OC1=CC=C2C(NN=C(C2=C1)CC=1C=CC(=C(C(=O)N2CCN(CC2)C2=NC=C(C#N)C=C2)C1)F)=O)F